Isopropyl ((R)-(((1S,4R)-4-(2-amino-6-((2-methoxyethyl)amino)-9H-purin-9-yl) cyclopent-2-en-1-yl)methoxy)(phenoxy)phosphoryl)-L-alaninate NC1=NC(=C2N=CN(C2=N1)[C@H]1C=C[C@H](C1)CO[P@@](=O)(OC1=CC=CC=C1)N[C@@H](C)C(=O)OC(C)C)NCCOC